m-methoxymethyl-aniline COCC=1C=C(N)C=CC1